COC1=NC2=CC=C(C=C2C=C1)C=1C=C(C=NC1)N1CC2(CN(C2)C(C)=O)C1 1-(6-(5-(2-methoxyquinolin-6-yl)pyridin-3-yl)-2,6-diazaspiro[3.3]heptane-2-yl)ethan-1-one